ClC1=C(C=CC(=C1)Cl)N1N=C(CC1(C)C(=O)OCC)C(=O)OCC Ethyl 1-(2,4-dichlorophenyl)-5-(ethoxycarbonyl)-5-methyl-2-pyrazoline-3-carboxylate